FC(F)(F)N1C(N=CC2=CC=CC=C12)=O (trifluoromethyl)quinazolin-2(1H)-one